BrCCCCCCCCOC(CCC(OCCCCCC)OCCCCCC)=O 4,4-bis(hexyloxy)butanoic acid 8-bromooctyl ester